(S)-2-((4-methoxy-5-(4-(5-methyl-4H-1,2,4-triazol-3-yl)phenyl)-pyridin-2-yl)amino)-6,6a,7,8-tetrahydro-9H-pyrido[2,3-b]pyrrolo-[1,2-d][1,4]oxazin-9-one COC1=CC(=NC=C1C1=CC=C(C=C1)C1=NN=C(N1)C)NC1=CC2=C(OC[C@H]3N2C(CC3)=O)N=C1